OC1CC(CCC1)C=O (3-hydroxycyclohexyl)methanone